2-Pyridin-2-yl-1H-imidazole-4-carboxylic acid [7-(3,6-dihydro-2H-pyran-4-yl)-4-methoxy-thiazolo[4,5-c]pyridin-2-yl]-amide O1CCC(=CC1)C=1C2=C(C(=NC1)OC)N=C(S2)NC(=O)C=2N=C(NC2)C2=NC=CC=C2